OC1(CN(C1)C1=NC=C(C=N1)NC(=O)N[C@H](C(F)(F)F)C=1OC2=C(C1C)C=C(C=C2)F)C (S)-1-(2-(3-hydroxy-3-methylazetidin-1-yl)pyrimidin-5-yl)-3-(2,2,2-trifluoro-1-(5-fluoro-3-methylbenzofuran-2-yl)ethyl)urea